1,1-dimethyl-3-butyl-pyrrolium chloride [Cl-].C[N+]1(C=C(C=C1)CCCC)C